P(=O)(OC1=CC=CC=C1)(OC1=CC=CC=C1)OCCOC(C(=C)C)=O diphenyl (2-methacryloyloxyethyl) phosphate